S1C(=NC2=C1C=CC=C2)C(CC2=CC(=CC=C2)C(N)=NO)NS(=O)(=O)C=2C=C(C=CC2)NC(=O)C2=CNC=CC2=O N-[3-[[1-(1,3-benzothiazol-2-yl)-2-[3-(N'-hydroxycarbamimidoyl)phenyl]ethyl]sulfamoyl]phenyl]-4-oxo-1H-pyridine-3-carboxamide